5,5-dimethyl-3-(pyridin-3-yl)imidazolidine-2,4-dione CC1(C(N(C(N1)=O)C=1C=NC=CC1)=O)C